Methyl 4-amino-5-chloro-2,3-dihydro-1-benzofuran-7-carboxylate NC1=C(C=C(C2=C1CCO2)C(=O)OC)Cl